N-(5-(((7R,14R)-1-(difluoromethoxy)-6-(methyl-d3)-5-oxo-5,6,7,14-tetrahydro-7,14-methanobenzo[f]benzo[4,5]imidazo[1,2-a][1,4]diazocin-11-yl)ethynyl)pyridin-2-yl)acetamide FC(OC1=CC=CC=2C(N([C@H]3C=4N([C@@H](C21)C3)C3=C(N4)C=CC(=C3)C#CC=3C=CC(=NC3)NC(C)=O)C([2H])([2H])[2H])=O)F